BrC=1C=C(C=CC1OC)CC(C(C)(C)C)N 1-(3-bromo-4-methoxyphenyl)-3,3-dimethyl-2-butylamine